N-benzyl-1,3-dimethyl-2-oxo-2,3-dihydro-1H-benzo[d]imidazole-5-sulfonamide C(C1=CC=CC=C1)NS(=O)(=O)C1=CC2=C(N(C(N2C)=O)C)C=C1